C1(CC1)NC(C1=C(C=C(C(=C1)N1N=CC(=C1)C=1N=NC=C(C1)N[C@@H]1[C@@H](CN(CC1)C)F)C)F)=O N-cyclopropyl-2-fluoro-5-(4-(5-(((3R,4S)-3-fluoro-1-methylpiperidin-4-yl)amino)pyridazin-3-yl)-1H-pyrazol-1-yl)-4-methylbenzamide